tert-butyl (3-(2-(2,6-dioxopiperidin-3-yl)-1-oxoisoindolin-5-yl)prop-2-yn-1-yl)carbamate O=C1NC(CCC1N1C(C2=CC=C(C=C2C1)C#CCNC(OC(C)(C)C)=O)=O)=O